C(C)(C)(C)C1=CC=C(C=C1)C(CC(=O)C1=CC=C(C=C1)OC)=O 1-(4'-tert-butyl-phenyl)-3-(4'-methoxyphenyl)propane-1,3-dione